N=1C=NN2C1C=C(C=C2)OC2=C(C=C(C=C2)NC2=NC=NN1C2=C(C=C1)N1C(CN(CC1)C(\C=C\CN(C)C)=O)=O)C (E)-1-(4-((4-([1,2,4]triazolo[1,5-a]pyridin-7-yloxy)-3-methylphenyl)amino)pyrrolo[2,1-f][1,2,4]triazin-5-yl)-4-(4-(dimethylamino)but-2-enoyl)piperazin-2-one